ClCC(=O)OC(C)(C)C tert-butyl 2-chloroacetate